[C@H]12CC(C[C@H](CC1)N2)OC2=CC=C(N=N2)C2=C(C=C(C=C2)C2=CC(=NO2)C)O 2-(6-(((1r,3s,5s)-8-azabicyclo[3.2.1]oct-3-yl)oxy)pyridazin-3-yl)-5-(3-methylisoxazol-5-yl)phenol